BrC=1C=NC=C(C1)N1C=CC=C1 3-bromo-5-(1H-pyrrol-1-yl)pyridine